N-(3-chloro-5-methylbenzyl)-2-(2H-indazol-2-yl)ethan-1-amine hydrochloride Cl.ClC=1C=C(CNCCN2N=C3C=CC=CC3=C2)C=C(C1)C